sodium 5-methyl-(6S)-tetrahydrofolate salt CN1C=2C(NC(=NC2NC[C@@H]1CNC1=CC=C(C(N[C@@H](CCC(=O)[O-])C(=O)O)=O)C=C1)N)=O.[Na+]